N-((E)-(trans-4-(5-(benzyloxy)pyrazolo[1,5-a]pyridin-3-yl)cyclohexyl)methylene)-2-methylpropane-2-Sulfinamide C(C1=CC=CC=C1)OC1=CC=2N(C=C1)N=CC2[C@@H]2CC[C@H](CC2)\C=N\S(=O)C(C)(C)C